ethyl (S)-2-formyl-1-(oxetan-2-ylmethyl)-4-(trifluoromethyl)-1H-imidazole-5-carboxylate C(=O)C=1N(C(=C(N1)C(F)(F)F)C(=O)OCC)C[C@H]1OCC1